(E)-N-(3-(2-(4,4-Difluorocyclohexyl)vinyl)-7-fluoro-1-methyl-1H-indol-5-yl)acrylamide FC1(CCC(CC1)/C=C/C1=CN(C2=C(C=C(C=C12)NC(C=C)=O)F)C)F